NC=1C=C(OC=2C=C(C=CC2)C(C(F)(F)F)(C(F)(F)F)C2=CC(=CC=C2)OC2=CC(=CC=C2)N)C=CC1 bis[3-(3-aminophenoxy)phenyl]hexafluoropropane